C(C1=CC=CC=C1)N1C2(CNC2=O)CNCC1 5-benzyl-2,5,8-triazaspiro[3.5]nonan-1-one